N-[1-(hydroxymethyl)-2,2-dimethylpropyl]-6-[3-(4-mesyl-2-anisidino)-1-propynyl]-1-(2,2,2-trifluoroethyl)-1H-1,3-benzimidazole-4-carboxamide OCC(C(C)(C)C)NC(=O)C1=CC(=CC=2N(C=NC21)CC(F)(F)F)C#CCNC=2C(OC)=CC=C(C2)S(=O)(=O)C